O=C1C=2N(CC3N1CCO3)C=C(C(C2)=O)C(=O)N 5,7-dioxo-2,3,5,7,11,11a-hexahydrooxazolo[3,2-a]pyrido[1,2-d]pyrazine-8-carboxamide